C[C@@H]1N(CCC1)C(=O)O[C@H]1C[C@H](CC1)C1=CC(=NN1)NC(CC1=CN=CO1)=O (1R,3S)-3-{3-[(1,3-oxazol-5-ylacetyl)amino]-1H-pyrazol-5-yl}cyclopentyl (2S)-2-methylpyrrolidine-1-carboxylate